4-(dimethylamino)-1-(4-((5-fluoro-2-methoxybenzamido)methyl)phenyl)-3-isopropyl-1H-pyrazole-5-carboxamide CN(C=1C(=NN(C1C(=O)N)C1=CC=C(C=C1)CNC(C1=C(C=CC(=C1)F)OC)=O)C(C)C)C